COC=1C(C(=C(C(C1OC)=O)C)CC=C(C)C)=O 2,3-dimethoxy-5-methyl-6-(3-methyl-2-buten-1-yl)-p-benzoquinone